(4-(cycloheptylamino)-5-(4-(trifluoromethyl)phenyl)pyrimidin-2-yl)methanol C1(CCCCCC1)NC1=NC(=NC=C1C1=CC=C(C=C1)C(F)(F)F)CO